1,1,1-tris(chloromethyl)ethane ClCC(C)(CCl)CCl